4-cyclopropyl-5-[4-[[3,5-difluoro-4-[1-isopropyl-4-(trifluoromethyl)imidazol-2-yl]phenyl]methoxy]pyrimidin-2-yl]-6-methoxy-pyrimidine C1(CC1)C1=NC=NC(=C1C1=NC=CC(=N1)OCC1=CC(=C(C(=C1)F)C=1N(C=C(N1)C(F)(F)F)C(C)C)F)OC